ISOSTEARIC ACID C(CCCCCCCCCCCCCCC(C)C)(=O)O